(S)-4-bromo-2-phenyl-5-(trifluoromethyl)-2,3-dihydrobenzofuran-2-carboxamide BrC1=C(C=CC2=C1C[C@@](O2)(C(=O)N)C2=CC=CC=C2)C(F)(F)F